(±)-trans-4-(((2s,4s)-2-(4-cyanophenyl)-4-phenylpiperidin-1-yl)methyl)-5-methoxy-7-methyl-1H-indole-1-carboxylic acid tert-butyl ester C(C)(C)(C)OC(=O)N1C=CC2=C(C(=CC(=C12)C)OC)CN1[C@@H](C[C@H](CC1)C1=CC=CC=C1)C1=CC=C(C=C1)C#N |r|